ClC=1C=C(C=C(C1F)Cl)C1(CC(=NO1)N1CC2=C(C1)C(=C(S2)C(=O)NC2CC(C2)(F)F)C)C(F)(F)F 5-(5-(3,5-dichloro-4-fluorophenyl)-5-(trifluoromethyl)-4,5-dihydroisoxazol-3-yl)-N-(3,3-difluorocyclobutyl)-3-methyl-5,6-dihydro-4H-thieno[2,3-c]pyrrole-2-carboxamide